2-methyl-6-(tetrahydro-2H-pyran-4-ylmethoxy)-pyrido[3,4-d]pyrimidin-4-amine CC=1N=C(C2=C(N1)C=NC(=C2)OCC2CCOCC2)N